C(C(=O)[O-])(=O)[O-].[Lu+3].C(C(=O)[O-])(=O)[O-].C(C(=O)[O-])(=O)[O-].[Lu+3] Lutetium(III) oxalate